BrC1=C2C(=NC=C1)C(=C(S2)Cl)C(=O)O 7-bromo-2-chlorothieno[3,2-b]pyridine-3-carboxylic acid